1,3-bis(4-amino-phenoxy)benzene NC1=CC=C(OC2=CC(=CC=C2)OC2=CC=C(C=C2)N)C=C1